FC=1C=C(CN2C(=NC3=NC=C(C=C32)N3C=CC=2C3=NC(=CN2)COC)C)C=C(C1)F 1-(3,5-difluorobenzyl)-6-(3-(methoxymethyl)-5H-pyrrolo[2,3-b]pyrazin-5-yl)-2-methyl-1H-imidazo[4,5-b]pyridine